C(C=CCC(=O)[O-])(=O)[O-].[Li+].[Li+] lithium glutaconate